ethyl 3-(4,4,5,5-tetramethyl-1,3,2-dioxaborolan-2-yl)cyclopent-3-ene-1-carboxylate CC1(OB(OC1(C)C)C=1CC(CC1)C(=O)OCC)C